CC1=C(N(N=C1C)C)/C(=C(\\C#N)/C2=CC=C(C=C2)C(C)(C)C)/O The molecule is a member of the class of pyrazoles that is cyenopyrafen in which the pivalate ester group has been hydrolysed to give the corresponding enol. It is the active acaricide of the proacaricide cyenopyrafen. It has a role as an agrochemical and an acaricide. It is a nitrile, a member of pyrazoles, an enol and a member of benzenes.